4-morpholinyl-2,6-dichloro-1,3,5-triazine N1(CCOCC1)C1=NC(=NC(=N1)Cl)Cl